COC1=C(CNC2=C(C(=NC=N2)CC#N)OC)C=CC(=C1)OC 2-(6-((2,4-Dimethoxybenzyl)amino)-5-methoxypyrimidin-4-yl)acetonitrile